C(C)(C)(C)OCC(=O)C1=NC=C(C=C1)Cl 2-(tert-Butoxy)-1-(5-chloropyridin-2-yl)ethan-1-one